(3S,4R)-1-(3,4,5-trimethoxyphenyl)-4-(3-benzyloxy-4-methoxyphenyl)-3-phthalimidomethyl-azetidin-2-one COC=1C=C(C=C(C1OC)OC)N1C([C@H]([C@@H]1C1=CC(=C(C=C1)OC)OCC1=CC=CC=C1)CN1C(C=2C(C1=O)=CC=CC2)=O)=O